2-bromo-1-(2-methoxymethoxy-5-methoxy-phenyl)-1-phenyl-ethene BrC=C(C1=CC=CC=C1)C1=C(C=CC(=C1)OC)OCOC